[4-(3-bromophenyl)butoxy](t-butyl)diphenylsilane BrC=1C=C(C=CC1)CCCCO[Si](C1=CC=CC=C1)(C1=CC=CC=C1)C(C)(C)C